C(CCC)P(CCCC)CCCC trin-butylphosphine